Beta-hydroxypentanoate OC(CC(=O)[O-])CC